C(C1=CC=CC=C1)N1CC(=CC=C1C=CCC)C1=CC=CC=C1 1-benzyl-6-buten-1-yl-3-phenylpyridin